N-(3-iodo-5-fluorophenyl)-N-ethyl-5,6-difluoro-2-hydrazinoquinazolin-4-amine IC=1C=C(C=C(C1)F)N(C1=NC(=NC2=CC=C(C(=C12)F)F)NN)CC